C1(=CC=CC=C1)C=CC(=O)OCC=C allyl 3-phenyl-2-propenoate